4-(Bocamino)benzaldehyde C(=O)(OC(C)(C)C)NC1=CC=C(C=O)C=C1